[Si](C)(C)(C(C)(C)C)OC(C)(C)C=1C=CC(=NC1)NS(=O)(=O)CC N-[5-[1-[tert-butyl(dimethyl)silyl]oxy-1-methyl-ethyl]-2-pyridyl]ethanesulfonamide